(2R,3R,4R,5R,6S)-2-(hydroxymethyl)-6-methyl-5-((4-(trifluoromethyl)pyrimidin-2-yl)amino)tetrahydro-2H-pyran-3,4-diol OC[C@H]1O[C@H]([C@@H]([C@H]([C@H]1O)O)NC1=NC=CC(=N1)C(F)(F)F)C